4-[(4-fluorophenyl)-methoxy-methyl]piperidine FC1=CC=C(C=C1)C(C1CCNCC1)OC